CSC1=C(C=C(C=C1)C(C)(C)C)[Mg]Br 2-methylthio-5-t-butylphenyl-magnesium bromide